N-[4-[(6,7-dimethoxy-1,5-naphthyridin-4-yl)oxy]-3-fluorophenyl]-2-ethoxy-5-(4-fluorophenyl)-1,6-dimethyl-4-oxopyridine-3-carboxamide COC=1N=C2C(=CC=NC2=CC1OC)OC1=C(C=C(C=C1)NC(=O)C1=C(N(C(=C(C1=O)C1=CC=C(C=C1)F)C)C)OCC)F